The molecule is a kanamycin that is kanamycin X in which the 3''-amino group has been replaced by a hydroxy group. It derives from a kanamycin X. It is a conjugate acid of a 3''-deamino-3''-hydroxykanamycin X(2+). C1[C@H]([C@@H](C([C@@H]([C@H]1N)O[C@@H]2[C@@H]([C@H]([C@@H]([C@H](O2)CO)O)O)O)O)O[C@@H]3[C@@H]([C@H]([C@@H]([C@H](O3)CO)O)O)O)N